(R)-N-((S)-5,7-dihydrospiro[cyclopenta[C]pyridin-6,4'-piperidin]-5-yl)-2-methylpropane-2-sulfinamide N1CCC2(CC1)[C@@H](C1=C(C=NC=C1)C2)N[S@](=O)C(C)(C)C